ClC1=CC=C(C(=N1)C(=O)OC)N[C@H](C)C=1C=C(C=C2C(N(C(=NC12)C1=C(C=CC=C1)C#N)C)=O)C methyl (R)-6-chloro-3-((1-(2-(2-cyanophenyl)-3,6-dimethyl-4-oxo-3,4-dihydroquinazolin-8-yl)ethyl)amino)picolinate